5-(3-Methoxyphenyl)-1,3,3,5,7-pentamethyloctahydrobenzo[c]isoxazol COC=1C=C(C=CC1)C1(CC2C(N(OC2(C)C)C)C(C1)C)C